3-methacryloxypropyl-bis(trimethylsiloxy)methyl-silane C(C(=C)C)(=O)OCCC[SiH2]C(O[Si](C)(C)C)O[Si](C)(C)C